C(C1=CC=CC=C1)OC1=C(C=CC(=C1)F)C1=NN(CC1CN(C)C)C(N)=N 3-(2-(Benzyloxy)-4-fluorophenyl)-4-((dimethylamino)methyl)-4,5-dihydro-1H-pyrazole-1-carboximidamide